(4-(benzyloxy)-2-(hydroxymethyl)phenyl)-1-(4-bromophenyl)-1-hydroxy-3-methylbutan-2-one C(C1=CC=CC=C1)OC1=CC(=C(C=C1)C(C(C(C)C)=O)(O)C1=CC=C(C=C1)Br)CO